FC1=CC=C(/C=C/C2=CC=NC3=C(C=C(C(=C23)OC)NC(CCCC)=O)OC)C=C1 (E)-N-(4-(4-fluorostyryl)-5,8-dimethoxyquinolin-6-yl)valeramide